3-{3-isopropyl-4-[(7-oxo-7,8-dihydro-4-pteridinyl)oxy]phenyl}-1-[3-(trifluoromethyl)phenyl]-2,4-imidazolidinedione C(C)(C)C=1C=C(C=CC1OC1=NC=NC=2NC(C=NC12)=O)N1C(N(CC1=O)C1=CC(=CC=C1)C(F)(F)F)=O